C(#N)C=1C=C(CN2C=NC(=C2)NC([C@H](C)N2C[C@@H](C(CC2)(F)F)C2=CC=[N+](C=C2)[O-])=O)C=C(C1)F 4-((S)-1-((S)-1-((1-(3-cyano-5-fluorobenzyl)-1H-imidazol-4-yl)amino)-1-oxopropan-2-yl)-4,4-difluoropiperidin-3-yl)pyridine 1-oxide